ClC=1C=C2N=C(C(N(C2=CC1Cl)C)=O)C12CC(C1)(C2)C(F)F 6,7-dichloro-3-(3-(difluoromethyl)bicyclo[1.1.1]pentan-1-yl)-1-methylquinoxalin-2(1H)-one